N-(4-((7-bromoquinolin-4-yl)oxy)phenyl)-N-(4-fluorophenyl)cyclopropane-1,1-dicarboxamide BrC1=CC=C2C(=CC=NC2=C1)OC1=CC=C(C=C1)N(C(=O)C1(CC1)C(=O)N)C1=CC=C(C=C1)F